(2S,4S)-1-(tert-Butoxycarbonyl)-4-(N-((1s,4R)-4-methylcyclohexyl)trimethylacetamido)pyrrolidine-2-carboxylic acid C(C)(C)(C)OC(=O)N1[C@@H](C[C@@H](C1)N(C(C(C)(C)C)=O)C1CCC(CC1)C)C(=O)O